5-(4-fluorophenyl)-N-((S)-5-methyl-4-oxo-2,3,4,5-tetrahydrobenzo[b][1,4]oxazepin-3-yl)-1,4,5,7-tetrahydropyrano[3,4-c]pyrazole-3-carboxamide FC1=CC=C(C=C1)C1CC2=C(NN=C2C(=O)N[C@@H]2C(N(C3=C(OC2)C=CC=C3)C)=O)CO1